C(CCCCC)OCC=O 2-(HEXYLOXY)ACETALDEHYDE